C(C)(C)(C)OC(=O)N1C(CC(CC1)C(C1=C(C=C(C(=C1)Cl)Cl)OCC=C)=O)C.OCC(=O)N/N=C/C1=CC=CC2=CC=CC=C12 (E)-2-hydroxy-N'-(naphthalen-1-ylmethylene)acethydrazide tert-butyl-4-[4,5-dichloro-2-(prop-2-en-1-yloxy)benzoyl]-2-methylpiperidine-1-carboxylate